FC(C1=NN2C(N=C(C=C2NCC2(CNC2)C2=CC=C(C=C2)F)C(F)(F)F)=C1)F 2-(Difluoromethyl)-N-((3-(4-fluorophenyl)azetidin-3-yl)methyl)-5-(trifluoromethyl)pyrazolo[1,5-a]pyrimidin-7-amine